COC(C(C(C1=CC(=C(C=C1)C)CN1C[C@H](OC2=CC=3C=CC=NC3C=C2C1)C)C1=C(C2=C(N(N=N2)C)C=C1)C)(C)C)=O 3-(1,4-dimethyl-1H-benzo[d][1,2,3]triazol-5-yl)-2,2-dimethyl-3-(4-methyl-3-(((R)-2-methyl-2,3-dihydro-[1,4]oxazepino[7,6-g]quinolin-4(5H)-yl)methyl)phenyl)propanoic acid methyl ester